C(C)(C)N(C(OC(C1=CC(=C(C=C1)F)F)C=1N(C(=C(N1)SCC1=CC=CC=C1)C)COCC[Si](C)(C)C)=O)C(C)C (4-(benzylthio)-5-methyl-1-((2-(trimethylsilyl)ethoxy)methyl)-1H-imidazol-2-yl)(3,4-difluorophenyl)methyl diisopropylcarbamate